Cl.COC=1C=C(C=CC1OC)C=1NC2=CC=C(C=C2C1C#N)C1CCNCC1 2-(3,4-Dimethoxyphenyl)-5-(piperidin-4-yl)-1H-indole-3-carbonitrile hydrochloride